5-tert-butyloxycarbonyl-perhydro-pyrrolo[3,4-C]pyridine C(C)(C)(C)OC(=O)N1CC2C(CC1)CNC2